FC1=CC=C(C=C1)S(=O)(=O)N(C1CCC=2N(C3=CC=CC=C3C2C1)C(C(=O)O)C)C {3-[(4-fluoro-benzenesulfonyl)-methyl-amino]-1,2,3,4-tetrahydro-carbazol-9-yl}-propionic acid